C(C1=CC=CC=C1)OC([C@H](CC(C)C)NC1=CC=CC=C1)=O (S)-4-methyl-2-(phenylamino)pentanoic acid benzyl ester